C(C=C)C1=C(C=CC(=C1C#N)N)C1=CC=CC=C1 2-allyl-4-amino-[1,1'-biphenyl]-3-carbonitrile